(E)-7-hydroxycoumarin OC1=CC=C2C=CC(OC2=C1)=O